bis(4-tert-butylphenyl)sulfonium hexafluorophosphate F[P-](F)(F)(F)(F)F.C(C)(C)(C)C1=CC=C(C=C1)[SH+]C1=CC=C(C=C1)C(C)(C)C